S(N)(OCC[C@@H]1OC(O[C@H]1CC1=CC=CC=C1)(CC)CC)(=O)=O 2-((4S,5S)-5-benzyl-2,2-diethyl-1,3-dioxolan-4-yl)ethyl sulfamate